NC1=NC2=C(C3=CN=CC=C13)C=C(C(=C2)C)C(=O)N([C@@H]2CCC1=NC(=CC=C12)C(F)(F)F)CC1CC1 (R)-5-amino-N-(cyclopropylmethyl)-8-methyl-N-(2-(trifluoromethyl)-6,7-dihydro-5H-cyclopenta[b]pyridin-5-yl)benzo[c][2,6]naphthyridin-9-carboxamide